C(C=C)(=O)OCCOC(=O)OCCOC(C=C)=O 2-(2-prop-2-enoyloxyethoxycarbonyloxy)ethyl prop-2-enoate